2,4-difluorobenzenthiol FC1=C(C=CC(=C1)F)S